FC(OC1=CC=CC(=N1)C1(OCC1)CNC(=O)[C@@H]1[C@H](C1)C(F)(F)F)F (1S,2S)-N-[[2-[6-(difluoromethoxy)-2-pyridyl]oxetan-2-yl]methyl]-2-(trifluoromethyl)cyclopropanecarboxamide